4-((2R,3R,4S,5R)-3-(4-fluoro-2-methoxyphenyl)-4,5-dimethyl-5-(trifluoromethyl)tetrahydrofuran-2-carboxamido)picolinamide FC1=CC(=C(C=C1)[C@@H]1[C@@H](O[C@]([C@H]1C)(C(F)(F)F)C)C(=O)NC1=CC(=NC=C1)C(=O)N)OC